(3-Aminopyridin-4-yl)(ethyl)(methyl)phosphine oxide NC=1C=NC=CC1P(C)(CC)=O